C[C@H]1CN(CCN1)C(=O)C=1N=C(SC1)C=1C=NN(C1)C1=CC=C(C=C1)C(F)(F)F (3S)-3-methyl-1-(2-{1-[4-(trifluoromethyl)phenyl]-1H-pyrazol-4-yl}-1,3-thiazole-4-carbonyl)piperazine